2-chloro-2,4,6-cycloheptatrien-1-one ClC=1C(C=CC=CC1)=O